C(CCC)C1(CS(C2=C(N(C1)C1=CC=CC=C1)C=C(C(=C2)O\C=C/C(=O)OCC)SC)(=O)=O)CCCC ethyl (Z)-3-((3,3-dibutyl-7-(methylthio)-1,1-dioxido-5-phenyl-2,3,4,5-tetrahydro-1,5-benzothiazepin-8-yl)oxy)acrylate